C(C)(C)(C)OC(=O)N1N=CC2=C(C1=O)C=NC(=C2)C=2C=NN(C2C2=C(C=C1C(CC3(CC3)OC1=C2C#N)=O)F)C 7-(5-(8-cyano-6-fluoro-4-Oxospiro[chromane-2,1'-cyclopropane]-7-yl)-1-methyl-1H-pyrazol-4-yl)-4-oxopyrido[3,4-d]Pyridazine-3(4H)-carboxylic acid tert-butyl ester